N-[(1S)-1-[(1R)-6-bromoindan-1-yl]-2-[4-(3,5-dimethyl-1H-pyrazol-4-yl)anilino]-2-oxo-ethyl]-2-methyl-pyrazole-3-carboxamide BrC1=CC=C2CC[C@H](C2=C1)[C@@H](C(=O)NC1=CC=C(C=C1)C=1C(=NNC1C)C)NC(=O)C=1N(N=CC1)C